OC=1CC(C=CC1OC)\C=C\C(=O)C1=CC=CC=C1 3-hydroxy-4-methoxydihydrochalcone